ClC1=C(C(=O)O\N=C(/C)\C2=CC=C(C=C2)[N+](=O)[O-])C(=CC=C1)SC1=NC(=CC(=N1)OC)OC (E)-1-(4-nitrophenyl)ethan-1-one O-(2-chloro-6-((4,6-dimethoxypyrimidin-2-yl)thio)benzoyl) oxime